FC1=C(C=C(C=C1)B(O)O)CN1CCSCC1 4-FLUORO-3-(THIOMORPHOLINOMETHYL)PHENYLBORONIC ACID